(5R)-2-(2-Fluoro-6-methylpyridin-3-yl)-5-methyl-N-[(3S)-9-fluoro-2-oxo-5-phenyl-1,3-dihydro-1,4-benzodiazepin-3-yl]-6,7-dihydro-5H-pyrazolo[5,1-b][1,3]oxazine-3-carboxamide FC1=NC(=CC=C1C1=NN2C(O[C@@H](CC2)C)=C1C(=O)N[C@@H]1C(NC2=C(C(=N1)C1=CC=CC=C1)C=CC=C2F)=O)C